CC1=CC=C(CC2(CN(CCO2)C(=O)C2=CC=CC=C2)N(C)C)C=C1 2-(4-methylbenzyl)-2-dimethylamino-4-morpholinophenone